C1(=CC=C(C=C1)N(C1=CC=2C(C3=CC=CC=C3C2C=C1)(C)C)C1=CC=C(C=C1)Br)C1=CC=CC=C1 N-(biphenyl-4-yl)-N-(4-bromophenyl)-N-(9,9-dimethyl-9H-fluoren-2-yl)amine